N-((4-Bromo-1-((2-(trimethylsilyl)ethoxy)methyl)-1H-pyrrolo[2,3-c]pyridin-7-yl)methyl)-5-fluoro-2-methoxybenzamid BrC1=C2C(=C(N=C1)CNC(C1=C(C=CC(=C1)F)OC)=O)N(C=C2)COCC[Si](C)(C)C